C12(CC3CC(CC(C1)C3)C2)CN2N=CC(=C2C)C=2C(=NC(=CC2)N2CC3=C(C=CC=C3CC2)C(NC=2SC3=C(N2)C=CC=C3)=O)C(=O)NCCCCCCCC(=O)O 8-[[3-[1-(1-adamantylmethyl)-5-methyl-pyrazol-4-yl]-6-[8-(1,3-benzothiazol-2-ylcarbamoyl)-3,4-dihydro-1H-isoquinolin-2-yl]pyridine-2-carbonyl]amino]octanoic acid